C1(=CC=CC=C1)C1N=C2SC3=C(N2C1)C=CC=C3 2-phenyl-2,3-dihydrobenzo[d]imidazo[2,1-b]thiazole